ClC1=CC=C(C=N1)NC1=NC=CC2=CC(=CC=C12)N=[S@@](=O)(C)C1CC1 |r| Racemic-((1-((6-chloropyridin-3-yl)amino)isoquinolin-6-yl)imino)(cyclopropyl)(methyl)-λ6-sulfanone